C(C1=CC=CC=C1)OC(=O)N[C@@H](CC(=O)OC)C(=O)OC(C)(C)C 1-(tert-Butyl) 4-methyl ((benzyloxy)carbonyl)-L-aspartate